pyridinium propanesulfonate salt C(CC)S(=O)(=O)[O-].[NH+]1=CC=CC=C1